ClC1=CC=C(C(=O)NC2=C(C=C(C=C2)C2=CC3=C(N=C(N=C3)N3CCN(CC3)C)N3C2=NC(=C3)C)F)C=C1 4-chloro-N-(2-fluoro-4-(8-methyl-2-(4-methylpiperazin-1-yl)imidazo[1',2':1,6]pyrido[2,3-d]pyrimidin-6-yl)phenyl)benzamide